ClC1=C(C=2N=C(N=C(C2C=N1)N1[C@@H]2CN([C@H](C1)C2)C(=O)OC(C)(C)C)OCC2(CC2)CO)F tert-butyl (1S,4S)-5-(7-chloro-8-fluoro-2-((1-(hydroxymethyl)cyclopropyl)methoxy)pyrido[4,3-d]pyrimidin-4-yl)-2,5-diazabicyclo[2.2.1]heptane-2-carboxylate